4-{[(4-methoxyphenyl)methyl]Amino}-N-propylpyrrolidine-2-carboxamide COC1=CC=C(C=C1)CNC1CC(NC1)C(=O)NCCC